4-HYDROXY-4-METHYL-5-HEXENOIC ACID OC(CCC(=O)O)(C=C)C